ethyl (E)-3-((3,3-dibutyl-5-(4-(isopropylcarbamoyl)phenyl)-7-(methylthio)-1,1-dioxido-2,3,4,5-tetrahydro-1,5-benzothiazepin-8-yl)oxy)acrylate C(CCC)C1(CS(C2=C(N(C1)C1=CC=C(C=C1)C(NC(C)C)=O)C=C(C(=C2)O/C=C/C(=O)OCC)SC)(=O)=O)CCCC